2-(1H-benzotriazol-2-yl)-4-methyl-6-[2-methyl-3-[1,3,3,3-tetramethyl-1-[(trimethylsilyl)oxy]disiloxanyl]propyl]phenol N1N(NC2=C1C=CC=C2)C2=C(C(=CC(=C2)C)CC(C[Si](O[Si](C)(C)C)(O[Si](C)(C)C)C)C)O